(1-((2-((tert-butyldiphenylsilyl)oxy)ethyl)amino)cyclopropyl)methanol [Si](C1=CC=CC=C1)(C1=CC=CC=C1)(C(C)(C)C)OCCNC1(CC1)CO